5-(trans-2,2-dimethyl-3-(pyridin-2-yl)cyclopropyl)-2-methylbenzofuran-3-carboxylic acid CC1([C@H]([C@@H]1C1=NC=CC=C1)C=1C=CC2=C(C(=C(O2)C)C(=O)O)C1)C